C(C)OC1=NN(C(=C1C)NC(=O)N[C@@H]1CN(C[C@H]1C1=CC(=CC=C1)C(F)(F)F)CCOC)C1=CC=CC=C1 1-(3-ethoxy-4-methyl-1-phenyl-1H-pyrazol-5-yl)-3-(trans-1-(2-methoxyethyl)-4-(3-(trifluoromethyl)phenyl)pyrrolidin-3-yl)urea